(1R,3R,4S)-1-(4-chloro-3-(5-fluoropyrimidin-2-yl)benzyl)-3-(ethylsulfonamido)-4-fluorocyclopentane-1-carboxylate ClC1=C(C=C(C[C@]2(C[C@H]([C@H](C2)F)NS(=O)(=O)CC)C(=O)[O-])C=C1)C1=NC=C(C=N1)F